N1-({4-[2-(benzyloxy)ethyl]oxan-4-yl}methyl)-4-bromo-3-methylbenzene-1,2-diamine C(C1=CC=CC=C1)OCCC1(CCOCC1)CNC=1C(=C(C(=CC1)Br)C)N